FC=1C=C2C(=CNC2=CC1F)CCN(C)C 2-(5,6-difluoro-1H-indol-3-yl)-N,N-dimethylethan-1-amine